Cl.Cl.NC1(CCNCC1)CCO 2-(4-aminopiperidin-4-yl)ethan-1-ol dihydrochloride